5-(3-aminofurazan-4-yl)-1-hydroxytetrazole ammonium salt [NH4+].NC1=NON=C1C1=NN=NN1O